C(C)OC(=O)C1=C(C2=C(N(C(N(C2=O)C(C(=O)O)C)=O)CCC2=CC=CC=C2)S1)C 2-[6-(ethoxycarbonyl)-5-methyl-2,4-dioxo-1-(2-phenylethyl)-1H,2H,3H,4H-thieno[2,3-d]pyrimidin-3-yl]propionic acid